2-((3,5-dicyano-6-(4-(cyclopropylamino)-3-fluoropiperidin-1-yl)-4-ethylpyridin-2-yl)sulfanyl)-2-phenylacetamide C(#N)C=1C(=NC(=C(C1CC)C#N)N1CC(C(CC1)NC1CC1)F)SC(C(=O)N)C1=CC=CC=C1